C1(=CC=CC=C1)C1=NN(N=C1)CCN1CCOCC1 4-(2-(4-phenyl-2H-1,2,3-triazol-2-yl)ethyl)morpholine